6-[2-({2-[(5-Aminopentyl)amino]-2-oxoethyl}[2-(bis{2-[(α-D-mannopyranosyl)oxy]ethyl}amino)-2-oxoethyl]amino)acetamido]-N-{2-[(α-L-fucopyranosyl)oxy]ethyl}hexanamide NCCCCCNC(CN(CC(=O)NCCCCCC(=O)NCCO[C@H]1[C@@H](O)[C@H](O)[C@H](O)[C@@H](O1)C)CC(=O)N(CCO[C@@H]1[C@@H](O)[C@@H](O)[C@H](O)[C@H](O1)CO)CCO[C@@H]1[C@@H](O)[C@@H](O)[C@H](O)[C@H](O1)CO)=O